copper-zirconium-silicon-chromium [Cr].[Si].[Zr].[Cu]